4-(2,4-dichlorophenyl)benzenethiol ClC1=C(C=CC(=C1)Cl)C1=CC=C(C=C1)S